O[C@H]([C@H](C)N(C(CCCCCCC)=O)C)C1=CC=CC=C1 N-((1S,2S)-1-hydroxy-1-phenylpropan-2-yl)-N-methyloctanamide